C/C(/C(=O)O)=C\C α-methylcrotonic acid